ethyl (Z)-2-(dihydrofuran-3(2H)-ylidene)acetate O1C\C(\CC1)=C/C(=O)OCC